N-{cis-1-(cyclobutanecarbonyl)-2-[(3'-fluoro[1,1'-biphenyl]-3-yl)methyl]pyrrolidin-3-yl}-1-hydroxycyclopropane-1-carboxamide C1(CCC1)C(=O)N1[C@H]([C@H](CC1)NC(=O)C1(CC1)O)CC=1C=C(C=CC1)C1=CC(=CC=C1)F